2-(((1-(3-((1-(4-chlorophenyl)-2-oxo-2-(6'-(trifluoromethoxy)spiro[cyclopropane-1,3'-indolin]-1'-yl)ethyl)amino)-5-methoxyphenyl)ethylidene)amino)oxy)-N-(methylsulfonyl)propanamide ClC1=CC=C(C=C1)C(C(N1CC2(C3=CC=C(C=C13)OC(F)(F)F)CC2)=O)NC=2C=C(C=C(C2)OC)C(C)=NOC(C(=O)NS(=O)(=O)C)C